N-[3-chloro-2-(difluoromethoxy)phenyl]-4-hydroxy-2-oxo-1,2,5,6-tetrahydropyridine-3-carbothioamide ClC=1C(=C(C=CC1)NC(=S)C=1C(NCCC1O)=O)OC(F)F